4-(4-morpholino-7H-pyrrolo[2,3-d]pyrimidin-6-yl)-N-((1R)-2,2,2-trifluoro-1-(1-(pyrrolidin-3-yl)piperidin-4-yl)ethyl)aniline O1CCN(CC1)C=1C2=C(N=CN1)NC(=C2)C2=CC=C(N[C@@H](C(F)(F)F)C1CCN(CC1)C1CNCC1)C=C2